Cl.ClC1=CC=C(N=N1)C(C)(C)N 2-(6-chloropyridazin-3-yl)propan-2-amine hydrochloride